(1,4-dimethyl-1H-benzo[d][1,2,3]triazol-5-yl)methanol CN1N=NC2=C1C=CC(=C2C)CO